4-(((3S,4S)-3-fluoro-1-methylpiperidin-4-yl)amino)-N'-((2-methoxy-4-(methylsulfonyl)phenyl)glycyl)-1-(2,2,2-trifluoroethyl)-1H-indole-2-carbohydrazide F[C@H]1CN(CC[C@@H]1NC1=C2C=C(N(C2=CC=C1)CC(F)(F)F)C(=O)NNC(CNC1=C(C=C(C=C1)S(=O)(=O)C)OC)=O)C